(S)-N-(2-fluoro-5-((2-(3-methoxypyrrolidin-1-yl)ethyl)carbamoyl)phenyl)-2-(1-methyl-1H-pyrazol-4-yl)-1H-pyrrolo[2,3-b]pyridine-5-carboxamide FC1=C(C=C(C=C1)C(NCCN1C[C@H](CC1)OC)=O)NC(=O)C=1C=C2C(=NC1)NC(=C2)C=2C=NN(C2)C